NC1CCNCC1 (2S,4S)-4-aminopiperidine